CN1C(C(=CC=C1)C(=O)N)=O 1-methyl-2-oxo-1,2-dihydropyridine-3-formamide